3-((4-(3-(1-(4-fluorophenyl)ethyl)-4-hydroxybenzyl)-3,5-dimethylphenyl)amino)-3-oxopropan FC1=CC=C(C=C1)C(C)C=1C=C(CC2=C(C=C(C=C2C)NC(CC)=O)C)C=CC1O